2-methanesulfonyl-8-phenyl-5-[2-(triisopropylsilyl)ethynyl]pyrido[2,3-d]pyrimidin-7-one CS(=O)(=O)C=1N=CC2=C(N1)N(C(C=C2C#C[Si](C(C)C)(C(C)C)C(C)C)=O)C2=CC=CC=C2